2-[[7-methoxy-4-(1-methylindazol-6-yl)-1-oxo-isoindolin-2-yl]methyl]prop-2-enenitrile COC=1C=CC(=C2CN(C(C12)=O)CC(C#N)=C)C1=CC=C2C=NN(C2=C1)C